methyl 5-fluoro-1-(tetrahydro-2H-pyran-2-yl)-6-(4,4,5,5-tetramethyl-1,3,2-dioxaborolan-2-yl)-1H-indazole-4-carboxylate FC1=C(C=2C=NN(C2C=C1B1OC(C(O1)(C)C)(C)C)C1OCCCC1)C(=O)OC